FC1=CC=C(C=C1)N1N=CC2=CC(=C(C=C12)C)N1CCC(CC1)NS(=O)(=O)C=1C=NN(C1)CCC N-(1-(1-(4-fluorophenyl)-6-methyl-1H-indazol-5-yl)piperidin-4-yl)-1-propyl-1H-pyrazole-4-sulfonamide